[AsH](O)(O)=O anti-arsonic acid